IC1=CN(C=2N=CC(NC21)=O)COCC[Si](C)(C)C 7-iodo-5-((2-(trimethylsilyl)ethoxy)methyl)-1,5-dihydro-2H-pyrrolo[2,3-b]pyrazin-2-one